FC1=C2C=3C(=C(C(=C(C3NC2=CC=C1)C(=O)OCC)C(=O)OCC)C(=O)OCC)C(=O)OCC tetraethyl 5-fluoro-9H-carbazole-1,2,3,4-tetracarboxylate